methyl (S)-(7-((1-((tert-butyldiphenylsilyl)oxy)hexan-3-yl)amino)-1-(4-fluoro-5-(hydroxymethyl)-2-methoxybenzyl)-1H-pyrazolo[4,3-d]pyrimidin-5-yl)carbamate [Si](C1=CC=CC=C1)(C1=CC=CC=C1)(C(C)(C)C)OCC[C@H](CCC)NC=1C2=C(N=C(N1)NC(OC)=O)C=NN2CC2=C(C=C(C(=C2)CO)F)OC